NC1=C(N=CC2=C(C(=CC=C12)F)C1=C(N=C(S1)N)C(F)(F)F)C(=O)NCCC 4-amino-8-(2-amino-4-(trifluoromethyl)thiazol-5-yl)-7-fluoro-N-propylisoquinoline-3-carboxamide